C(C1=CC=CC=C1)[C@@H]1COC2=CC(=CC=C2[C@H]1O)C1=C(C=CC=C1)NS(=O)(=O)C(F)(F)F N-{2-[(3R,4S)-3-benzyl-4-hydroxy-3,4-dihydro-2H-chromen-7-yl]phenyl}-1,1,1-trifluoromethanesulfonamide